FC1(CC2(C1)C[C@H](N(CC2)CC2=C1C=CNC1=C(C=C2OC)C)C2=CC=C(C=C2)C2=NOC(N2)=O)F (S)-3-(4-(2,2-difluoro-7-((5-methoxy-7-methyl-1H-indol-4-yl)methyl)-7-azaspiro[3.5]nonan-6-yl)phenyl)-1,2,4-oxadiazol-5(4H)-one